C(N)(OC1CC(C1)=O)=O 3-oxo-cyclobutyl carbamate